C(C)(C)O[Si](C(CCN1C(N(C(N(C1=O)CCC(C)[Si](OC(C)C)(OC(C)C)OC(C)C)=O)CCC(C)[Si](OC(C)C)(OC(C)C)OC(C)C)=O)C)(OC(C)C)OC(C)C 1,3,5-tris[3-(triisopropoxysilyl)butyl]-1,3,5-triazine-2,4,6(1H,3H,5H)-trione